3-fluorosulfonyl-2-imidazolidinone FS(=O)(=O)N1C(NCC1)=O